C(C)(C)(C)OC(=O)O[C@@H]1[C@H]([C@H](N(C1)C(=O)OC(C)(C)C)CC1=CC=C(C=C1)OC)OC(NCCN1CC(C1)O)=O tert-butyl (2R,3S,4S)-4-[(tert-butoxycarbonyl)oxy]-3-({[2-(3-hydroxyazetidin-1-yl)ethyl]carbamoyl}oxy)-2-[(4-methoxyphenyl)methyl]pyrrolidine-1-carboxylate